(5-Chloro-2-fluorophenyl)boric acid ClC=1C=CC(=C(C1)OB(O)O)F